O[C@H](C)C[C@H]([C@H](CC=C)C)S(=O)(=O)N(CC1=CC=C(C=C1)OC)CC1=CC=C(C=C1)OC (2R,4R,5S)-2-HYDROXY-N,N-BIS(4-METHOXYBENZYL)-5-METHYLOCT-7-ENE-4-SULFONAMIDE